ethyl (R)-2-(5-(3-((tert-butoxycarbonyl)(cyclopropylmethyl)amino)piperidin-1-yl)pyridin-2-yl)-2-methylpropanoate C(C)(C)(C)OC(=O)N([C@H]1CN(CCC1)C=1C=CC(=NC1)C(C(=O)OCC)(C)C)CC1CC1